(5-(methylthio)-1,3,4-thiadiazol-2-yl)isoxazole-5-carboxamide CSC1=NN=C(S1)C1=NOC(=C1)C(=O)N